ClC1=C(C=CC(=C1)C)C1=CC2=C(N(C=N2)CCOC)C(=C1)C(=O)O 5-(2-chloro-4-methylphenyl)-1-(2-methoxyethyl)-1H-benzo[d]imidazole-7-carboxylic acid